2-chloro-9-methyl-6,7,8,9-tetrahydropyrazolo[1,5-a]pyrido[2,3-e]pyrimidine ClC1=NN2C(N=CC3=C2C(CCN3)C)=C1